CCN=C(C1=CC=C(C=C1)C2=CC=C(O2)C3=CC=C(C=C3)C(=NCC)N)N The molecule is a substituted diphenylfuran in which two N-ethylamidino substituents are located at the two para-positions on the phenyl rings. It is a carboxamidine and a substituted diphenylfuran. It derives from a hydride of a 2,5-diphenylfuran.